BrC1(CN=CC=C1)C=N[S@@](=O)C(C)(C)C (S)-N-((3-Bromopyridin-3-yl)methylene)-2-methylpropane-2-sulfinamide